N-(5-(azetidine-1-carbonyl)-6-((2-fluoro-[1,1'-biphenyl]-3-yl)methyl)-5-azaspiro[2.4]heptan-7-yl)methanesulfonamide N1(CCC1)C(=O)N1CC2(CC2)C(C1CC=1C(=C(C=CC1)C1=CC=CC=C1)F)NS(=O)(=O)C